(S)-8-(3,5-Bis(trifluoromethyl)phenyl)-2-(2-(2-bromo-4-(trifluoromethoxy)phenoxy)acetyl)-1,3,4,12a-tetrahydrobenzo[e]pyrazino[1,2-a][1,4]diazepine-6,12(2H,11H)-dione FC(C=1C=C(C=C(C1)C(F)(F)F)C1=CC2=C(NC([C@H]3N(C2=O)CCN(C3)C(COC3=C(C=C(C=C3)OC(F)(F)F)Br)=O)=O)C=C1)(F)F